1-(1-naphthyl)-ethanol C1(=CC=CC2=CC=CC=C12)C(C)O